N-(5-(4-chlorobenzyl)thiazol-2-yl)-2-(2-(2,6-dioxopiperidin-3-yl)-1,3-dioxoisoindolin-5-yl)acetamide butyl-2-(4-amino-5-(methylthio)-7H-pyrrolo[2,3-d]pyrimidin-7-yl)acetate C(CCC)OC(CN1C=C(C2=C1N=CN=C2N)SC)=O.ClC2=CC=C(CC1=CN=C(S1)NC(CC=1C=C3C(N(C(C3=CC1)=O)C1C(NC(CC1)=O)=O)=O)=O)C=C2